tert-butyl 3-(((1-(3,4-dichloro-5-fluoro-1H-indole-2-carbonyl) piperidin-4-yl)oxy)methyl)-3-fluoroazetidine-1-carboxylate ClC1=C(NC2=CC=C(C(=C12)Cl)F)C(=O)N1CCC(CC1)OCC1(CN(C1)C(=O)OC(C)(C)C)F